6-(5-(4-(4-acetylpiperazin-1-yl)-3-(trifluoromethyl)phenyl)-2-amino-6-fluoropyridin-3-yl)-3,4-dihydroisoquinolin-1(2H)-one C(C)(=O)N1CCN(CC1)C1=C(C=C(C=C1)C=1C=C(C(=NC1F)N)C=1C=C2CCNC(C2=CC1)=O)C(F)(F)F